FC1=C(C=CC=C1C(F)(F)F)[C@@H](C)NC(=O)C1=NN(C(C=C1)=O)C=1C=NC=C(C1)C1=CN=NN1C1CCN(CC1)S(=O)(=O)C (R)-N-(1-(2-fluoro-3-(trifluoromethyl)phenyl)ethyl)-1-(5-(1-(1-(methylsulfonyl)piperidin-4-yl)-1H-1,2,3-triazol-5-yl)pyridin-3-yl)-6-oxo-1,6-dihydropyridazine-3-carboxamide